tert-butyl (2S,4R)-4-(2,3-dichloro-6-methoxyphenyl)-2-[2-[2-methoxy-N-(2-methoxy-2-oxoethyl)acetamido]ethyl]pyrrolidine-1-carboxylate ClC1=C(C(=CC=C1Cl)OC)[C@H]1C[C@H](N(C1)C(=O)OC(C)(C)C)CCN(C(COC)=O)CC(=O)OC